4-(2-(4-(4-methylpiperazin-1-yl)piperidin-1-yl)-5-nitropyridin-3-yl)-3-butyn-1-ol CN1CCN(CC1)C1CCN(CC1)C1=NC=C(C=C1C#CCCO)[N+](=O)[O-]